ClC=1C=C2CCN=CC2=C(C1)N1CCCC2=CC(=C(C=C12)C(F)F)C=1C=NN(C1)C 6-Chloro-8-(7-(difluoromethyl)-6-(1-methyl-1H-pyrazol-4-yl)-3,4-dihydroquinolin-1(2H)-yl)-3,4-Dihydroisoquinoline